4-(1-methyl-2-phenyl-1H-imidazol-5-yl)-7-((5-(piperazin-1-yl)pyridin-2-yl)amino)isoindolin-1-one CN1C(=NC=C1C1=C2CNC(C2=C(C=C1)NC1=NC=C(C=C1)N1CCNCC1)=O)C1=CC=CC=C1